C(C)(C)N(CC(O)C1=CN(C2=C1C(=NC=C2)OC)COCC[Si](C)(C)C)C(C)C 2-(diisopropylamino)-1-(4-methoxy-1-((2-(trimethylsilyl)ethoxy)methyl)-1H-pyrrolo[3,2-c]pyridin-3-yl)ethan-1-ol